The molecule is a cyclic terpene ketone that is norcamphor carrying two methyl substituents at position 3. It is a bridged compound and a cyclic terpene ketone. CC1(C2CCC(C2)C1=O)C